ClC1=NC(=C(C=C1C(C)=O)Cl)N1C=NC2=C1C=CC(=C2)NC=2N=NC(=CC2)C 1-[2,5-dichloro-6-[5-[(6-methylpyridazin-3-yl)amino]benzimidazol-1-yl]-3-pyridinyl]ethanone